N-cyclopropyl-2-(difluoromethoxy)-4-[7-[2-(2,6-dimethylmorpholin-4-yl)ethoxy]imidazo[1,2-a]pyridin-3-yl]-6-methoxy-benzamide C1(CC1)NC(C1=C(C=C(C=C1OC)C1=CN=C2N1C=CC(=C2)OCCN2CC(OC(C2)C)C)OC(F)F)=O